P(=O)(O)([O-])[O-].[Na+].[Na+] disodium hydrogenphosphate